CC=1C=C(C=C(C1O[N+](=O)[O-])C)OC(C1=CC(C(=O)OC2=CC(=C(C(=C2)C)O[N+](=O)[O-])C)=CC(C(=O)OC2=CC(=C(C(=C2)C)O[N+](=O)[O-])C)=C1)=O trimesic acid tris(3,5-dimethyl-4-nitryloxyphenyl) ester